1-(3-((4-((4-([1,2,4]Triazolo[1,5-a]pyridin-7-yloxy)-3-methylphenyl)amino)pyrido[3,2-d]pyrimidin-6-yl)oxy)-8-azabicyclo[3.2.1]octan-8-yl)prop-2-en-1-one N=1C=NN2C1C=C(C=C2)OC2=C(C=C(C=C2)NC=2C1=C(N=CN2)C=CC(=N1)OC1CC2CCC(C1)N2C(C=C)=O)C